C1N(CC2=CC=CC=C12)C=1C(=NN2C1N=CC=C2C=2C=NNC2)C(=O)NC2=CC(=CC=C2)N2CCN(CC2)C (isoindolin-2-yl)-N-(3-(4-methylpiperazin-1-yl)phenyl)-7-(1H-pyrazol-4-yl)pyrazolo[1,5-a]pyrimidine-2-carboxamide